The molecule is a branched tetrasaccharide consisting of alpha-D-galactose, alpha-D-mannose and alpha-L-rhamnose residues linked sequentially (1->2) and (1->4), to the mannose residue of which is also linked (1->3) an alpha-D-abequose residue. The structure constitutes a possible epitope of the O-antigen polysaccharide in Salmonella. It has a role as an epitope. C[C@@H]1[C@@H](C[C@H]([C@H](O1)O[C@H]2[C@@H]([C@H](O[C@@H]([C@H]2O[C@@H]3[C@@H]([C@H]([C@H]([C@H](O3)CO)O)O)O)O[C@H]4[C@@H](O[C@H]([C@@H]([C@@H]4O)O)O)C)CO)O)O)O